N-[2-(azetidin-1-yl)ethyl]-2-(2-chlorobenzyl)-8-methyl-4,5-dihydro-2H-furo[2,3-g]indazole-7-carboxamide N1(CCC1)CCNC(=O)C1=C(C2=C(CCC3=CN(N=C23)CC2=C(C=CC=C2)Cl)O1)C